ClC=1C=CC=C2C=CC=C(C12)N1C(=NC2=C(N=C(N=C2N2[C@H](CN(CC2)C(=O)OC(C)(C)C)C)OC[C@H]2N(CCC2)C)C1=O)C tert-butyl (S)-4-(7-(8-chloronaphthalen-1-yl)-6-methyl-2-(((S)-1-methylpyrrolidin-2-yl) methoxy)-8-oxo-7,8-dihydropyrimido[5,4-d]pyrimidin-4-yl)-3-methylpiperazine-1-carboxylate